FC(S(=O)(=O)OC1=NNC=C1)(F)F Pyrazol-3-yl trifluoromethanesulfonate